Ethyl 8-(5-fluoro-2-methoxyphenoxy)-3-nitroimidazo[1,2-a]pyridine-2-carboxylate FC=1C=CC(=C(OC=2C=3N(C=CC2)C(=C(N3)C(=O)OCC)[N+](=O)[O-])C1)OC